(2R,4S)-4-((tert-butyldiphenylsilyl)oxy)-2-ethynylpyrrolidine [Si](C1=CC=CC=C1)(C1=CC=CC=C1)(C(C)(C)C)O[C@H]1C[C@@H](NC1)C#C